2-(4,5-diphenyloxazol-2-yl)sulfanylethanol C1(=CC=CC=C1)C=1N=C(OC1C1=CC=CC=C1)SCCO